(2S,3S,4S,5S)-4-[[3-(3-Methoxy-2-methyl-4-pyridyl)-4,5-dimethyl-5-(trifluoromethyl)tetrahydrofuran-2-carbonyl]amino]pyridin-2-carboxamid COC=1C(=NC=CC1[C@H]1[C@H](O[C@@]([C@H]1C)(C(F)(F)F)C)C(=O)NC1=CC(=NC=C1)C(=O)N)C